5-(trifluoromethyl)picolinaldehyde FC(C=1C=CC(=NC1)C=O)(F)F